7-[(6-methoxy-2,7-dimethylindazol-5-yl)carbamoyl]-2-methylindazol COC=1C(=CC2=CN(N=C2C1C)C)NC(=O)C1=CC=CC2=CN(N=C12)C